tetraglycidyl-bis(p-aminophenyl)methane C(C1CO1)C1=C(C(=C(C(=C1CC1=CC=C(C=C1)N)CC1CO1)CC1CO1)N)CC1CO1